7-(1-methylcyclopropyl)-2-(methylsulfanyl)imidazo[4,3-f][1,2,4]triazine CC1(CC1)C1=NC=C2C=NC(=NN21)SC